N-(3,4-dimethoxyphenyl)-4-(N-(3-(trifluoromethyl)phenyl)sulfamoyl)benzamide COC=1C=C(C=CC1OC)NC(C1=CC=C(C=C1)S(NC1=CC(=CC=C1)C(F)(F)F)(=O)=O)=O